C(C)(C)(C)OC(NC1=NC=CC(=C1)OC1=C(C=C(C=C1)NC1=NC=CC=C1C(NC)=O)Cl)=O (4-(2-chloro-4-((3-(methylcarbamoyl)pyridin-2-yl)amino)phenoxy)pyridin-2-yl)carbamic acid tert-butyl ester